NC1CCC(CC1)NC1=NC=CC(=N1)C=1C(=NC=NC1)OC1=C(C=C(C=C1)NS(=O)(=O)C1=CC=CC=C1)F N-[4-[5-[2-[(1r,4r)-(4-aminocyclohexyl)amino]pyrimidin-4-yl]pyrimidin-4-yl]oxy-3-fluoro-phenyl]benzenesulfonamide